COC1=CC=C(C=C1C1=C(C=CC=C1)C)C(CC(=O)OC)NC(C(CC(C)C)N1C(C=CC=C1)=O)=O methyl 3-(6-methoxy-2'-methylbiphenyl-3-yl)-3-(4-methyl-2-(2-oxopyridin-1(2H)-yl)pentanamido)propanoate